(E)-3-(1-(3,5-bis(trifluoromethyl)benzyl)-1H-pyrrolo[2,3-b]pyridin-3-yl)-2-cyano-N,N-dimethylacrylamide FC(C=1C=C(CN2C=C(C=3C2=NC=CC3)/C=C(/C(=O)N(C)C)\C#N)C=C(C1)C(F)(F)F)(F)F